Cl.O=C1NC(CCC1N1C(C2=CC=C(C=C2C1=O)OCCCNC)=O)=O 2-(2,6-bisOxopiperidin-3-yl)-5-(3-(methylamino)propoxy)isoindoline-1,3-dione hydrochloride